NC1=NC(=NC=C1CN(C=O)\C(\C)=C(\CCO)/SC=C)C (Z)-N-((4-amino-2-methylpyrimidin-5-yl)methyl)-N-(5-hydroxy-3-(vinylmercapto)pent-2-en-2-yl)carboxamide